2-(2-aminopyrimidin-4-yl)-3-[[2-methoxy-3-(trifluoromethyl)phenyl]amino]-1H,5H,6H,7H-pyrrolo[3,2-c]pyridin-4-one NC1=NC=CC(=N1)C1=C(C=2C(NCCC2N1)=O)NC1=C(C(=CC=C1)C(F)(F)F)OC